dimethylsilylene(cyclopentadienyl)(9-fluorenyl)zirconium C[Si](=[Zr](C1C2=CC=CC=C2C=2C=CC=CC12)C1C=CC=C1)C